FC1(CN(CCOC1)C=1C2=C(N=C(N1)OC[C@]13CCCN3C[C@@H](C1)F)C(=C(N=C2)C2=CC(=CC1=CC=CC(=C21)CC)O)F)F 4-(4-(6,6-Difluoro-1,4-oxazepan-4-yl)-8-fluoro-2-(((2R,7aS)-2-fluorotetrahydro-1H-pyrrolizin-7a(5H)-yl)methoxy)pyrido[4,3-d]pyrimidin-7-yl)-5-ethylnaphthalen-2-ol